O1C(=CC=C1)C1=CC=C(C=C1)CNC(=O)C1N(C(CN(C1)CC=1N=C(NC1)C)C)C(C(C)C)=O N-{[4-(furan-2-yl)phenyl]methyl}-6-methyl-4-[(2-methyl-1H-imidazol-4-yl)methyl]-1-(2-methylpropanoyl)piperazine-2-carboxamide